t-butylsilyl-sulfonic acid C(C)(C)(C)[SiH2]S(=O)(=O)O